NC=1C=CC=C2C=C(C(=NC12)C)N1C(NC(CC1)=O)=O 1-(8-amino-2-methylquinolin-3-yl)dihydropyrimidine-2,4(1H,3H)-dione